OC(C)(C)C1=C(C=CC=C1)C1=NC=C2NC(N(C2=N1)CC1=CC=C(C=C1)C=1N(C=C(N1)C(F)(F)F)C)=O 2-(2-(2-hydroxypropan-2-yl)phenyl)-9-(4-(1-methyl-4-(trifluoromethyl)-1H-imidazol-2-yl)benzyl)-7,9-dihydro-8H-purin-8-one